[N+](=O)([O-])C=1C=C(C(=O)NC[C@@H]2NCCC2)C=C(C1)C(F)(F)F 3-Nitro-N-[[(2R)-pyrrolidin-2-yl]methyl]-5-(trifluoromethyl)benzamide